(±)-(S)-8-(2-chloro-5-fluorophenyl)-1-((S)-5-fluoro-3-hydroxy-3-(trifluoromethyl)indoline-1-carboxamido)-N-methyl-6-oxo-5,6,7,8-tetrahydroimidazo[1,5-a]pyrazine-3-carboxamide ClC1=C(C=C(C=C1)F)[C@H]1C=2N(CC(N1)=O)C(=NC2NC(=O)N2C[C@@](C1=CC(=CC=C21)F)(C(F)(F)F)O)C(=O)NC |r|